(Pentane-1,5-diylbis(oxy))bis(ethane-2,1-diyl) dimethanesulfonate CS(=O)(=O)OCCOCCCCCOCCOS(=O)(=O)C